CN1N=C(C=C1C(=O)NCC1=NC(=NO1)C1=CC(=NC=C1)C(F)(F)F)C(F)(F)F 2-methyl-5-(trifluoromethyl)-N-[[3-[2-(trifluoromethyl)-4-pyridinyl]-1,2,4-oxadiazol-5-yl]methyl]pyrazole-3-carboxamide